C(#N)C=1C=C(C(=NC1)C(=O)NC=1C=C2C(=NNC2=CC1)C1=COC=C1)O 5-cyano-N-(3-(furan-3-yl)-1H-indazol-5-yl)-3-hydroxypicolinamide